[C@@H]1(CCCC2=CC=CC=C12)CN[C@@H]1CN2CCC1CC2 (S)-N-(((S)-1,2,3,4-tetrahydronaphthalen-1-yl)methyl)quinuclidin-3-amine